C(C)(C)(C)OC(=O)N1C(CCC1)/C=C/C(=O)O (E)-3-(1-(tert-butoxycarbonyl)pyrrolidin-2-yl)acrylic acid